NC1(CCC1)C1=CC=C(C=C1)N1C(=NC=2C1=NC(=CC2)C=2C=C(C=CC2)CCC(=O)NCCCCCCCCNC2=C1C(N(C(C1=CC=C2)=O)C2C(NC(CC2)=O)=O)=O)C=2C(=NC=CC2)N 3-(3-(3-(4-(1-Aminocyclobutyl)phenyl)-2-(2-aminopyridin-3-yl)-3H-imidazo[4,5-b]pyridin-5-yl)phenyl)-N-(8-((2-(2,6-dioxopiperidin-3-yl)-1,3-dioxoisoindolin-4-yl)amino)octyl)propanamid